N-(6-((1H-pyrazol-1-yl)methyl)-4-chlorobenzo[d]isoxazol-3-yl)-4-hydroxy-7-methoxychroman-8-sulfonamide N1(N=CC=C1)CC1=CC2=C(C(=NO2)NS(=O)(=O)C=2C(=CC=C3C(CCOC23)O)OC)C(=C1)Cl